NCC=CC=1C(NC(NC1)=O)=O 5-(3-amino-1-propenyl)-uracil